3-(((7-(2-Aminopyrimidin-4-yl)-2,3-dihydrofuro[3,2-c]pyridin-4-yl)amino)methyl)-N-(3,3-difluoropropyl)benzamid NC1=NC=CC(=N1)C=1C2=C(C(=NC1)NCC=1C=C(C(=O)NCCC(F)F)C=CC1)CCO2